1,3,5-Tri(4-aminophenyl)benzen NC1=CC=C(C=C1)C1=CC(=CC(=C1)C1=CC=C(C=C1)N)C1=CC=C(C=C1)N